CCCCCCCCCCCCCCCCCCCCOC[C@H](COP(=O)(O)OC[C@@H](C(=O)O)N)OC(=O)CCCCCCCCC/C=C\CCCCCCCC 1-eicosyl-2-(11Z-eicosenoyl)-glycero-3-phosphoserine